N1=C(C=CC=C1)NC1CN(C1)C(=O)C1=CC2=CC=CC(=C2C=C1)OC1=CC=C(C=C1)C(F)(F)F (3-(Pyridin-2-ylamino)azetidin-1-yl)(5-(4-(trifluoromethyl)-phenoxy)naphthalen-2-yl)methanone